4-[6-(4-chlorophenyl)imidazo[1,2-a]pyrazin-3-yl]phenol ClC1=CC=C(C=C1)C=1N=CC=2N(C1)C(=CN2)C2=CC=C(C=C2)O